20-amino-6-hydroxy-6,18-bis(trifluoromethyl)-23-oxa-3,4,21-triazatetracyclo[15.3.1.12,5.17,11]tricosa-1(21),2,4,7,9,11(22),17,19-octaene-16-carbonitrile NC1=CC(=C2C(CCCCC=3C=CC=C(C(C4=NN=C(C1=N2)O4)(C(F)(F)F)O)C3)C#N)C(F)(F)F